5,6-bis(4-methoxyphenyl)-2-(1-methylethyl)-3(2H)-pyridazinone COC1=CC=C(C=C1)C1=CC(N(N=C1C1=CC=C(C=C1)OC)C(C)C)=O